(pyridin-3-yl)piperidin-4-amine N1=CC(=CC=C1)N1CCC(CC1)N